NC1=NC=NN2C1=C(C=C2C=2C(=C(C(=O)N[C@@H]1CN(C[C@@H]1F)C(CC(C)C)=O)C(=CC2)C)F)C(F)(F)F 3-[4-amino-5-(trifluoromethyl)pyrrolo[2,1-f][1,2,4]triazin-7-yl]-2-fluoro-N-[(3R,4S)-4-fluoro-1-(3-methylbutanoyl)pyrrolidin-3-yl]-6-methylbenzamide